(Z)-8-((4-(2-fluorophenyl)piperazin-1-yl)methyl)-1,3-dimethyl-7-(3-phenylallyl)-3,7-dihydro-1H-purine-2,6-dione FC1=C(C=CC=C1)N1CCN(CC1)CC1=NC=2N(C(N(C(C2N1C\C=C/C1=CC=CC=C1)=O)C)=O)C